S(N)([O-])(=O)=O Sulphamat